O=C1NCC2=C(O[C@]13CN[C@@H](C3)C(=O)N)C=CC=C2 (2R,5'S)-3-oxo-4,5-dihydro-3H-spiro[benzo[f][1,4]oxazepine-2,3'-pyrrolidine]-5'-carboxamide